COC(CC(S(=O)(=O)O)C1=CC(=CC=C1)C(=O)OC)=O 3-methoxy-1-(3-(methoxycarbonyl)phenyl)-3-oxopropane-1-sulfonic Acid